N-[4-(4,4,5,5-tetramethyl-1,3,2-dioxaborolan-2-yl)phenyl]ethane-1-sulfonamide CC1(OB(OC1(C)C)C1=CC=C(C=C1)NS(=O)(=O)CC)C